3-oxo-3,4-dihydro-2H-thieno[3,2-b][1,4]thiazine-6-carboxylic acid methyl ester COC(=O)C1=CC=2SCC(NC2S1)=O